4-((4bS,5R,6S,7aR)-6-(((2,2-difluoroethyl)amino)methyl)-4b,5-dihydroxy-4-methoxy-7-phenyl-4b,5,6,7-tetrahydro-7aH-cyclopenta[4,5]furo[2,3-c]pyridin-7a-yl)benzonitrile FC(CNC[C@@H]1C([C@]2([C@](C3=C(C=NC=C3OC)O2)([C@@H]1O)O)C1=CC=C(C#N)C=C1)C1=CC=CC=C1)F